1,5-diiodo-2(S)-benzyloxy-3-oxa-pentane IC[C@H](OCCI)OCC1=CC=CC=C1